(3aS,4S,9bS)-N-[2-(8-Cyano-1-formyl-2,3,3a,4,5,9b-hexahydro-1H-pyrrolo[3,2-c]quinolin-4-yl)-2-methylpropyl]-4,6-difluorobenzofuran-2-carboxyamide C(#N)C1=CC=2[C@@H]3[C@H]([C@H](NC2C=C1)C(CNC(=O)CC=1OC2=C(C1)C(=CC(=C2)F)F)(C)C)CCN3C=O